CC=1C2=C(N(N1)C1=CC=CC=C1)CN(C2)C#N methyl-1-phenyl-4,6-dihydropyrrolo[3,4-c]pyrazole-5(1H)-carbonitrile